(S)-2-amino-7,7,8-trimethyl-7,8-dihydro-5H-pyrano[4,3-b]pyridin-5-one NC1=CC=C2C(=N1)[C@@H](C(OC2=O)(C)C)C